(3R)-1-(5-((3-fluorophenyl)ethynyl)-2,3-dihydro-1H-inden-1-yl)pyrrolidine-3-carboxylate FC=1C=C(C=CC1)C#CC=1C=C2CCC(C2=CC1)N1C[C@@H](CC1)C(=O)[O-]